B(O)(O)O cis-boric acid